COC1=CC=C2C(=N1)C(=CN2)CCN(C)C 2-(5-methoxy-1H-pyrrolo[3,2-b]pyridin-3-yl)-N,N-dimethylethan-1-amine